ethyl-2,4-diisopropyl-cinnamic acid C(C)C(C(=O)O)=CC1=C(C=C(C=C1)C(C)C)C(C)C